P(=O)([O-])([O-])[O-].[K+].C(=CC1=CC=CC=C1)C1=C(C(=C(C=C1)OC1=C(C(=C(C=C1)C=CC1=CC=CC=C1)C=CC1=CC=CC=C1)C=CC1=CC=CC=C1)C=CC1=CC=CC=C1)C=CC1=CC=CC=C1.[K+].[K+] tristyrylphenyl ether potassium phosphate